6-bromo-2-(oxan-4-yl)-3-(trifluoromethyl)indazole BrC=1C=CC2=C(N(N=C2C1)C1CCOCC1)C(F)(F)F